NC1=C(C(=O)O)C=CC(=N1)OC1=C(C=CC=C1)F 2-amino-6-(2-fluorophenoxy)nicotinic acid